C(C)OC(N=C=S)=O N-(thioxomethylene)carbamic acid ethyl ester